3-((3-isopropoxy-3-oxopropyl)amino)benzo[e][1,2,4]Triazine-1,4-dioxide C(C)(C)OC(CCNC=1N=[N+](C2=C([N+]1[O-])C=CC=C2)[O-])=O